BrC1=CNC2=NC=CC(=C21)OC 3-bromo-4-methoxy-1H-pyrrolo[2,3-b]pyridine